C(C)(C)(C)OC1=C(C=C(C(=O)O)C=C1)[N+](=O)[O-] 4-(tert-butoxy)-3-nitrobenzoic acid